ClC=1C=C(NC2(CCC3(C(=CC4=CC=CC=C34)C=3C=C4C=CN(C4=CC3)C)CC2)C(=O)O)C=CC1 (1s,4s)-4-(3-Chloroanilino)-2'-(1-methyl-1H-indol-5-yl)spiro[cyclohexane-1,1'-indene]-4-carboxylic acid